(4-(7-chloroquinolin-4-yl)piperazin-1-yl)(1-(pyridin-4-ylsulfonyl)piperidin-3-yl)methanone ClC1=CC=C2C(=CC=NC2=C1)N1CCN(CC1)C(=O)C1CN(CCC1)S(=O)(=O)C1=CC=NC=C1